6-(4-(1'-(4-chloro-3-fluorophenyl)-3-methoxy-1',2'-dihydrospiro[cyclobutane-1,3'-pyrrolo[3,2-b]pyridine]-5'-carbonyl)-3,3-dimethylpiperazin-1-yl)-2,4-dimethylnicotinic acid ClC1=C(C=C(C=C1)N1CC2(C3=NC(=CC=C31)C(=O)N3C(CN(CC3)C3=NC(=C(C(=O)O)C(=C3)C)C)(C)C)CC(C2)OC)F